C(#N)C=1C=NN(C1)C1=C(C=C(C=C1)NC(CC1=CC=C(C=C1)F)=O)S(N)(=O)=O N-[4-(4-cyano-1H-pyrazol-1-yl)-3-sulfamoylphenyl]-2-(4-fluorophenyl)acetamide